C(CCCCCCCCC)S 1-decanothiol